CO[C@@H](C(=O)NN)C1=CC=CC=C1 (R)-2-methoxy-2-phenylacetohydrazide